BrC1=CC=2C3=C(C=NC2C=C1F)N(C(C31CN(C1)C(C)C1=CC=CC=C1)=O)C 8'-Bromo-7'-fluoro-3'-methyl-1-(1-phenylethyl)spiro[azetidine-3,1'-pyrrolo[2,3-c]quinolin]-2'(3'H)-one